3-(fluoromethyl)-2-methylazetidine-1-carboxylic acid cis-tert-butyl ester C(C)(C)(C)OC(=O)N1C(C(C1)CF)C